C1(CC1)N(CC[C@@H](C(=O)O)NC(=O)OCCC1=CC=CC=C1)CCCCC1=NC=2NCCCC2C=C1 (S)-4-(cyclopropyl(4-(5,6,7,8-tetrahydro-1,8-naphthyridin-2-yl)butyl)amino)-2-((phenethoxycarbonyl)amino)butanoic acid